FC([C@H]1CN(CCN1CC1CCOCC1)C(=O)OC(C)(C)C)F tert-butyl (R)-3-(difluoromethyl)-4-((tetrahydro-2H-pyran-4-yl)methyl)piperazine-1-carboxylate